O=C1N(C(CC1)=O)OC(CCC1=NN=C(N=N1)C1=CC=C(C=C1)P(O)(O)=O)=O (4-(6-(3-((2,5-dioxopyrrolidin-1-yl)oxy)-3-oxopropyl)-1,2,4,5-tetrazin-3-yl)phenyl)phosphonic acid